BrC=1C=CC(N(C1)[C@H](C(=O)N[C@@H](CC(=O)OCC)C=1C=C(C=C(C1F)C(F)(F)F)C1=C(C=C(C=C1C)F)CCCCC=C)CC=C)=O Ethyl (S)-3-((S)-2-(5-bromo-2-oxopyridin-1(2H)-yl)pent-4-enamido)-3-(4,4'-difluoro-2'-(hex-5-en-1-yl)-6'-methyl-5-(trifluoromethyl)-[1,1'-biphenyl]-3-yl)propanoate